ClC1=C(C=CC(=C1)N1N=NC(=C1)[Si](C)(C)C)CO (2-chloro-4-(4-(trimethylsilyl)-1H-1,2,3-triazol-1-yl)phenyl)methanol